NC=1C=C(C=CC1C=1C(=NN(C1C#N)C1OCCCC1)C)CN(C(=O)C=1C=NC(=CC1)C(F)(F)F)C=1C(=NC=CC1)S(=O)(=O)C N-({3-amino-4-[5-cyano-3-methyl-1-(oxan-2-yl)-1H-pyrazol-4-yl]phenyl}methyl)-N-(2-methanesulfonylpyridin-3-yl)-6-(trifluoromethyl)pyridine-3-carboxamide